4-((2-fluorophenyl)amino)-N-(4-((1,2,3,4-tetrahydroacridin-9-yl)amino)butyl)quinazoline-7-carboxamide FC1=C(C=CC=C1)NC1=NC=NC2=CC(=CC=C12)C(=O)NCCCCNC=1C2=CC=CC=C2N=C2CCCCC12